2,6-dimethoxy-N-[4-methoxy-6-(pyrazin-2-ylmethyl)-1,2-benzooxazol-3-yl]benzenesulfonamide COC1=C(C(=CC=C1)OC)S(=O)(=O)NC1=NOC2=C1C(=CC(=C2)CC2=NC=CN=C2)OC